FC(COC1=NN(C=C1[N+](=O)[O-])COCC[Si](C)(C)C)F 3-(2,2-difluoroethoxy)-4-nitro-1-((2-(trimethylsilyl)ethoxy)methyl)-1H-pyrazole